FC1=C(C=CC(=C1)F)N1N=CC(=C1NCCCC1=CC=CC=C1)C(=O)O 1-(2,4-difluorophenyl)-5-(3-phenylpropylamino)pyrazole-4-carboxylic acid